[Cl-].CN1C(C=CC=C1)C=NO 1-methylpyridine-2-aldoxime chloride